O=C(C(C)NC(C)=O)N1CCN(CC1)C1=CC=CC=C1 N-(1-oxo-1-(4-phenylpiperazin-1-yl)propan-2-yl)acetamide